tert-butyl 2-[3-bromo-5-(trifluoromethyl)pyridin-2-yl]-1-oxo-2,8-diazaspiro[4.5]decane-8-carboxylate BrC=1C(=NC=C(C1)C(F)(F)F)N1C(C2(CC1)CCN(CC2)C(=O)OC(C)(C)C)=O